6-methoxy-4-(1-(2-methoxyethyl)-1H-benzo[d]imidazol-2-yl)-3-methylbenzene-1,2-diol COC=1C=C(C(=C(C1O)O)C)C1=NC2=C(N1CCOC)C=CC=C2